CC=1N(C(=CC1)C)C1=C(C=C(S1)C(=O)OC)C methyl 5-(2,5-dimethyl-1H-pyrrol-1-yl)-4-methylthiophene-2-carboxylate